N-(4-(4-amino-1-tert-butyl-1H-pyrazolo[3,4-d]pyrimidin-3-yl)phenyl)propionamide NC1=C2C(=NC=N1)N(N=C2C2=CC=C(C=C2)NC(CC)=O)C(C)(C)C